7-(benzyloxy)-4-iodo-3-phenyl-1H-isochromene C(C1=CC=CC=C1)OC1=CC=C2C(=C(OCC2=C1)C1=CC=CC=C1)I